C(C=C)N1N(C2=NC(=NC=C2C1=O)NC1=CC=C(C=C1)N1CCC(CC1)NC(C(F)(F)F)=O)C1=CC=C2C(=N1)[C@@](CC2)(O)CC N-[1-[4-[[2-allyL-1-[(7R)-7-ethyl-7-hydroxy-5,6-dihydrocyclopenta[b]pyridin-2-yl]-3-oxopyrazolo[3,4-d]pyrimidin-6-yl]amino]phenyl]-4-piperidyl]-2,2,2-trifluoro-acetamide